methyl (5-((4-bromobenzyl)oxy)-4-oxo-4H-chromene-2-carbonylamino)-L-tryptophanate BrC1=CC=C(COC2=C3C(C=C(OC3=CC=C2)C(=O)NN[C@@H](CC2=CNC3=CC=CC=C23)C(=O)OC)=O)C=C1